N-ethyl-2,4-dihydroxy-5-isopropyl-N-(2-methylpyridin-3-yl)benzamide C(C)N(C(C1=C(C=C(C(=C1)C(C)C)O)O)=O)C=1C(=NC=CC1)C